C1C[C@H](NC1)C(F)(F)F (S)-(+)-2-(Trifluoromethyl)pyrrolidine